FC1=CC=C(C=C1)[C@@H]1N(CCC2=CC=CC=C12)C(=O)OC1(CCN(CC1)C)C(F)(F)F 1-methyl-4-(trifluoromethyl)piperidin-4-yl (S)-1-(4-fluorophenyl)-3,4-dihydroisoquinoline-2(1H)-carboxylate